pentyl-boric acid C(CCCC)OB(O)O